C(C)(C)C1=C(C=C(C=C1)C=1N=CC=2CCCCC2C1)O 2-isopropyl-5-(5,6,7,8-tetrahydroisoquinolin-3-yl)phenol